(S)-N-cyclopropyl-N-(pyrrolidin-3-ylmethyl)cyclopropanamine dihydrochloride Cl.Cl.C1(CC1)N(C1CC1)C[C@@H]1CNCC1